CC(=O)N[C@@H]1[C@H]([C@@H]([C@H](OC1O)COS(=O)(=O)O)O[C@H]2[C@@H]([C@H](C(=C(O2)C(=O)O)O)O)O)O The molecule is an oligosaccharide sufate consisting of alpha-L-threo-hex-4-enopyranuronic acid and 2-acetamido-2-deoxy-6-O-sulfo-D-glucopyranose joined in sequence by a (1->4) glycosidic bond. It is an oligosaccharide sulfate, an alpha,beta-unsaturated monocarboxylic acid, an amino disaccharide and an enol.